N1=NC=C2C1=CN=NC2=O 4H-pyrazolo[3,4-d]pyridazin-4-one